FC(OC=1C=C(C=CC1)CCC(=O)O)(F)F 3-(3-(trifluoromethoxy)phenyl)propionic acid